1-propan-2-yl-3-[trans-(7RS,9RS)-3-cyclopropyl-5-(2-methylpropylsulfamoyl)-7-(propan-2-ylcarbamoylamino)-8,9-dihydro-7H-cyclopenta[h]isoquinolin-9-yl]urea CC(C)NC(=O)N[C@@H]1C[C@H](C2=CC(=C3C=C(N=CC3=C21)C2CC2)S(NCC(C)C)(=O)=O)NC(NC(C)C)=O |r|